BrC=1C=NN2C1NC(C=C2)=O 3-bromo-4H-pyrazolo[1,5-a]pyrimidin-5-one